N-(2-(9H-carbazol-9-yl)-6-(9-phenyl-9H-carbazol-2-yl)phenyl)-[1,1'-biphenyl]-2',3',4',5',6'-d5-4-amine C1=CC=CC=2C3=CC=CC=C3N(C12)C1=C(C(=CC=C1)C1=CC=2N(C3=CC=CC=C3C2C=C1)C1=CC=CC=C1)NC1=CC=C(C=C1)C1=C(C(=C(C(=C1[2H])[2H])[2H])[2H])[2H]